FC(C1=CC2=C(N=C(O2)S)C=C1)(F)F 6-(trifluoromethyl)benzo[d]oxazol-2-thiol